(S)-3-benzyl-1-(1-((3,5-di-tert-butylbenzyl)amino)-1-oxo-3-phenylpropan-2-yl)-1H-imidazol-3-ium chloride [Cl-].C(C1=CC=CC=C1)[N+]1=CN(C=C1)[C@H](C(=O)NCC1=CC(=CC(=C1)C(C)(C)C)C(C)(C)C)CC1=CC=CC=C1